NCCOCCOCCOCCOCCOCCOCCOCCOCCOCCOCCOCCOCCOCCOCCOCCOCCOCCOCCOCCOCCOCCOCCOCCOCCC(=O)O 1-amino-3,6,9,12,15,18,21,24,27,30,33,36,39,42,45,48,51,54,57,60,63,66,69,72-tetracosaoxapentaheptacontane-75-Oic acid